C/C/1=C\\CCC(=C)[C@H]2CC([C@@H]2[C@H](C1=O)OC(=O)C)(C)C The molecule is a sesquiterpenoid based on a humulane skeleton. It is a sesquiterpenoid, an acetate ester and a carbobicyclic compound. It derives from a hydride of a humulane.